BrC=1C=C2CC[C@H](C2=CC1)NC(OC(C)(C)C)=O tert-butyl N-[(1R)-5-bromo-2,3-dihydro-1H-inden-1-yl]carbamate